17-octadiyne C#CCCCCC#C